C(CCCCCCCCC)C(=O)N Decane-1-carboxamide